C(OC(CCI)C)([O-])=O iodomethylpropan-2-yl carbonate